(S)-N-(1-(1-(5-((dimethyl(oxo)-λ6-sulfaneylidene)amino)pyridin-2-yl)-1H-1,2,4-triazol-5-yl)ethyl)-N-ethyl-2,2-difluorobenzo[d][1,3]dioxole-5-carboxamide CS(=O)(C)=NC=1C=CC(=NC1)N1N=CN=C1[C@H](C)N(C(=O)C1=CC2=C(OC(O2)(F)F)C=C1)CC